perfluoroisobutyryl fluoride FC(C(=O)F)(C(F)(F)F)C(F)(F)F